C(C)(C)(C)OC(=O)N1C(C[C@@H](C1)CCC(NC1=NC(=CC=C1)S(N)(=O)=O)C1=NC=CC=C1)(C)C.NCC1=CC=C2C=CN(C2=C1)CC(=O)N 2-[6-(aminomethyl)-1H-indol-1-yl]acetamide tert-butyl-(4S)-2,2-dimethyl-4-[3-(2-pyridyl)-3-[(6-sulfamoyl-2-pyridyl)amino]propyl]pyrrolidine-1-carboxylate